O=C1NC(CCC1C1=CC(=C(C=C1)N1CCC(CC1)CNC1CCC(CC1)NC(OC(C)(C)C)=O)F)=O tert-butyl ((1r,4r)-4-(((1-(4-(2,6-dioxopiperidin-3-yl)-2-fluorophenyl)piperidin-4-yl)methyl)amino)cyclohexyl)carbamate